tert-Butyl 6-(8-(benzo[d]thiazol-2-ylcarbamoyl)-3,4-dihydroisoquinolin-2(1H)-yl)-3-(3-(4-(1-(2-methoxy-2-oxoethyl)piperidin-4-yl)butoxy)-2-methylphenyl)picolinate S1C(=NC2=C1C=CC=C2)NC(=O)C=2C=CC=C1CCN(CC21)C2=CC=C(C(=N2)C(=O)OC(C)(C)C)C2=C(C(=CC=C2)OCCCCC2CCN(CC2)CC(=O)OC)C